CN1C(N(C2=C1C(=CC=C2)C#CCCNC)C2C(NC(CC2)=O)=O)=O 3-(3-Methyl-4-(4-(methylamino)but-1-yn-1-yl)-2-oxo-2,3-dihydro-1H-benzo[d]imidazol-1-yl)piperidine-2,6-dione